COC(CCCCC(=O)N(CC)CC)=O 6-(diethylamino)-6-oxohexanoic acid methyl ester